FC1=CC=C(OC2=CC=C3C(=C(C(N(C3=C2)C)=O)C(=O)NCC(=O)O)O)C=C1 2-(7-(4-fluorophenoxy)-4-hydroxy-1-methyl-2-oxo-1,2-dihydroquinoline-3-carboxamido)acetic acid